C(CCCCC(C)C)/C(/C(=O)[O-])=C/C(=O)[O-].C(CCCCC(C)C)/C(/C(=O)[O-])=C/C(=O)[O-].C(CCC)[Sn+4]CCCC dibutyltin di(isooctyl maleate)